5-((5-(3-((tert-butyldimethylsilyl)oxy)cyclopentyl)-1-((2-(trimethylsilyl)ethoxy)methyl)-1H-pyrazol-3-yl)amino)-1-methylpyridin-2(1H)-one [Si](C)(C)(C(C)(C)C)OC1CC(CC1)C1=CC(=NN1COCC[Si](C)(C)C)NC=1C=CC(N(C1)C)=O